[3-[3,5-bis(1,1-dimethylethyl)-4-hydroxyphenyl]-1,2,4-oxadiazol-5-yl]-guanidine CC(C)(C)C=1C=C(C=C(C1O)C(C)(C)C)C1=NOC(=N1)NC(=N)N